5-methoxy-diisopropyltryptamine COC1=CC=C2NC=C(CCN(C(C)C)C(C)C)C2=C1